3,6-difluoro-2-methoxybenzonitrile FC=1C(=C(C#N)C(=CC1)F)OC